C1(CC1)C1=CC(=C(C=C1)NC1=CC(=NC=C1C(=O)NOCC)NC=1SC=C(N1)C)N(S(=O)(=O)C)C 4-((4-Cyclopropyl-2-(N-methylmethanesulfonamido)phenyl)amino)-N-ethoxy-6-((4-methylthiazol-2-yl)amino)Nicotinamide